(1aR,5aR)-2-(5-Fluoro-pyridin-2-yl)-1a,2,5,5a-tetrahydro-1H-2,3-diaza-cyclopropa[a]pentalene-4-carboxylic acid (1-pyridin-2-yl-cyclobutyl)-amide N1=C(C=CC=C1)C1(CCC1)NC(=O)C=1C=2C[C@@H]3[C@H](C2N(N1)C1=NC=C(C=C1)F)C3